(2-Bromobenzyl)oxyl-5-(trifluoromethyl)aniline BrC1=C(CONC2=CC=CC(=C2)C(F)(F)F)C=CC=C1